2-((bicyclo[3.1.0]hexan-3-yloxy)(3-chloro-4-fluorophenyl)methyl)-5-methyl-4-(methylsulfonyl)-1H-imidazole C12CC(CC2C1)OC(C=1NC(=C(N1)S(=O)(=O)C)C)C1=CC(=C(C=C1)F)Cl